CN1[C@@H](CCC1)COC=1N=C(C2=C(N1)CN(C2)C2=CC1=CC=CC=C1C=C2)N2CCN(CC2)C(C=C)=O (S)-1-(4-(2-((1-methylpyrrolidin-2-yl)methoxy)-6-(naphthalen-2-yl)-6,7-dihydro-5H-pyrrolo[3,4-d]pyrimidin-4-yl)piperazin-1-yl)prop-2-en-1-one